2-Propylheptylamin C(CC)C(CN)CCCCC